1-[(3,4-dihydro-2H-1,5-benzodioxepin-7-yl)sulfonyl]-N-(2-methyl-5-benzoxazolyl)-4-piperidinecarboxamide O1CCCOC2=C1C=CC(=C2)S(=O)(=O)N2CCC(CC2)C(=O)NC=2C=CC1=C(N=C(O1)C)C2